4-(((5,6,7,8-tetrahydronaphthalen-1-yl)thio)methyl)piperidine-1-carboxylic acid tert-butyl ester C(C)(C)(C)OC(=O)N1CCC(CC1)CSC1=CC=CC=2CCCCC12